(-)-7-[4-(2-butoxyethoxy)phenyl]-1-propyl-N-[4-(4-propyl-4H-1,2,4-triazol-3-ylmethylsulfinyl)phenyl]-2,3-dihydro-1H-1-benzazepine-4-carboxamide C(CCC)OCCOC1=CC=C(C=C1)C=1C=CC2=C(C=C(CCN2CCC)C(=O)NC2=CC=C(C=C2)S(=O)CC2=NN=CN2CCC)C1